N-[(S)-1-(3-chloro-5-methoxyphenyl)ethyl]-4-(4,7-diaza-7-spiro[2.6]nonyl)-8-methoxy-6-methyl-1,7-diaza-3-naphthamide ClC=1C=C(C=C(C1)OC)[C@H](C)NC(=O)C=1C=NC2=C(N=C(C=C2C1N1CCNC2(CC2)CC1)C)OC